2-(4-oxa-7-azaspiro[2.5]octan-7-yl)acetonitrile C1CC12OCCN(C2)CC#N